BrC1CC(C1)(C)C 3-bromo-1,1-dimethylcyclobutane